6-azabicyclo[3.2.1]octane C12CCCC(NC1)C2